3-methyl-6-iodo-cyclohexene CC1C=CC(CC1)I